(4-(benzo[b]thiophen-4-yl)-1-(4-((2-oxo-1,2-dihydroquinolin-7-yl)oxy)butyl)piperazin-1-ium-1-yl)methyl (2-bromoethyl) phosphate P(=O)(OC[N+]1(CCN(CC1)C1=CC=CC=2SC=CC21)CCCCOC2=CC=C1C=CC(NC1=C2)=O)(OCCBr)[O-]